methyl Z-2,2-difluoro-4-phenylbut-3-enoate FC(C(=O)OC)(\C=C/C1=CC=CC=C1)F